NC1=C(C=2C(=NC=C(C2)C)N1C=1C(=NC=C(C1C)O)C)C(=O)N 2-Amino-1-(5-hydroxy-2,4-dimethyl-3-pyridyl)-5-methyl-pyrrolo[2,3-b]pyridine-3-carboxamide